1-((R)-1-(4-(Dimethylamino)cyclohexyl)ethyl)-2-methyl-N-((6-methyl-4-(methylthio)-2-oxo-1,2-dihydropyridin-3-yl)methyl)-1H-pyrrolo[2,3-b]pyridin-3-carboxamid CN(C1CCC(CC1)[C@@H](C)N1C(=C(C=2C1=NC=CC2)C(=O)NCC=2C(NC(=CC2SC)C)=O)C)C